1-{[3-(2-chlorophenyl)-2-(2,4-difluoro-phenyl)oxiran-2-yl]methyl}-1H-1,2,4-triazol-5-yl-thiocyanate ClC1=C(C=CC=C1)C1C(O1)(C1=C(C=C(C=C1)F)F)CN1N=CN=C1SC#N